2-acridon C1C(C=CC2=NC3=CC=CC=C3C=C12)=O